CC1CNC2=CC=CC=3C=C(N1C32)C(=O)OCC ethyl 11-methyl-1,9-diazatricyclo[6.3.1.04,12]dodeca-2,4(12),5,7-tetraene-2-carboxylate